9,10-methylenehexadecanoic acid C1C(CCCCCCCC(=O)O)C1CCCCCC